NC=1SC=2N=C(N=CC2N1)N1C(CCCC1)=O 1-(2-Aminothiazolo[5,4-d]pyrimidin-5-yl)piperidin-2-one